7-methoxy-1-((5-oxopyrrolidin-2-yl)methoxy)isoquinoline-6-carboxamide COC1=C(C=C2C=CN=C(C2=C1)OCC1NC(CC1)=O)C(=O)N